4-chloro-5-formylfuran ClC=1C=COC1C=O